Bis[4-(2-hydroxyethylthio)phenyl]diphenylsilane tert-Butyl-3-(benzo[d]thiazol-2-yl)-2-(3-((2-methoxyethyl)amino)propanamido)-5-methyl-4,7-dihydrothieno[2,3-c]pyridine-6(5H)-carboxylate C(C)(C)(C)OC(=O)N1CC2=C(CC1C)C(=C(S2)NC(CCNCCOC)=O)C=2SC1=C(N2)C=CC=C1.OCCSC1=CC=C(C=C1)[Si](C1=CC=CC=C1)(C1=CC=CC=C1)C1=CC=C(C=C1)SCCO